FC=1C=NC2=CC(=CC(=C2C1OCCO[C@H]1CN(CCOC1)C(=O)OC(C)(C)C)OS(=O)(=O)C(F)(F)F)O[Si](C(C)C)(C(C)C)C(C)C tert-butyl (S)-6-(2-((3-fluoro-5-(((trifluoromethyl)sulfonyl)oxy)-7-((triisopropylsilyl)oxy)quinolin-4-yl)oxy)ethoxy)-1,4-oxazepane-4-carboxylate